ClC1=CC=C(C=C1)NC(=O)N[C@H]1C(N(CCC1)C1=CC=C(C=C1)B1OC(C(O1)(C)C)(C)C)=O (R)-1-(4-chlorophenyl)-3-(2-oxo-1-(4-(4,4,5,5-tetramethyl-1,3,2-dioxaborolan-2-yl)phenyl)piperidin-3-yl)urea